2-(2-hydroxypyridin-4-yl)-1,5,6,7-tetrahydro-4H-pyrrolo[3,2-c]pyridin-4-one OC1=NC=CC(=C1)C1=CC=2C(NCCC2N1)=O